C(C=C)(=O)NCCOC=1C(=NC=NC1N)C=1C(=C(C=C(C1)F)NC(C1=C(C=C(C=C1)C1CC1)F)=O)C N-(3-(5-(2-acrylamidoethoxy)-6-aminopyrimidin-4-yl)-5-fluoro-2-methylphenyl)-4-cyclopropyl-2-fluorobenzamide